NC1=CC(=NC=N1)NC1=C2C(=NC(=C1)NC=1C(=CC(=NC1)C#N)C)N(C=N2)C 5-[[7-[(6-aminopyrimidin-4-yl)amino]-3-methyl-imidazo[4,5-b]pyridin-5-yl]amino]-4-methyl-pyridine-2-carbonitrile